3-((3-(2-methyl-5-nitrophenyl)-1,6-naphthyridin-7-yl)amino)propionitrile CC1=C(C=C(C=C1)[N+](=O)[O-])C=1C=NC2=CC(=NC=C2C1)NCCC#N